NC1=C2C(N(C(C2=CC=C1)=O)C1(C(N(C(CC1)=O)CCOC)=O)C)=O 4-amino-2-(1-(2-methoxyethyl)-3-methyl-2,6-dioxopiperidin-3-yl)isoindolin-1,3-dione